BrC1=CC(=CC2=C1OC(O2)(F)F)N 7-bromo-2,2-difluoro-1,3-benzodioxol-5-amine